C(C)OC1=C(C=C(C=N1)C1=NC(=C(C(=C1)N(C)CC1(CCC1)COC)[N+](=O)[O-])N)C(F)(F)F 6'-Ethoxy-N4-{[1-(methoxymethyl)cyclobutyl]methyl}-N4-methyl-5-nitro-5'-(trifluoromethyl)[2,3'-bipyridin]-4,6-diamine